C(C1=CC=CC=C1)OC(=O)N1CCC2(CC1)OCC1=C2C=C(C(=C1)C(=O)O)CO [(benzyloxy)carbonyl]-6-(hydroxymethyl)-3H-spiro[2-benzofuran-1,4'-piperidine]-5-carboxylic acid